COC(C1=C(C=C(C(=C1)F)C1=CC=CC=2CN(COC21)C(C2=C(C=C(C=C2Cl)N2C1CC1NCC2)Cl)=O)N2C1COCC2CC1)=O 4-[3-[2,6-Dichloro-4-(2,5-diazabicyclo[4.1.0]heptan-2-yl)benzoyl]-2,4-dihydro-1,3-benzoxazin-8-yl]-5-fluoro-2-(3-oxa-8-azabicyclo[3.2.1]oct-8-yl)benzoic acid methyl ester